C(=CCCC)[SiH3] pentenyl-silane